ClC1=CC=C(C=C1)C[C@@H]1[C@@]([C@@](CC1)(C(=O)OC)C)(CN1N=CN=C1)O methyl (1R,2R,3R)-3-[(4-chlorophenyl)methyl]-2-hydroxy-1-methyl-2-(1H-1,2,4-triazol-1-ylmethyl)cyclopentane-1-carboxylate